butyl (S)-2-isocyanato-3-t-butoxypropionate N(=C=O)[C@H](C(=O)OCCCC)COC(C)(C)C